6-(4-cyclopropyl-6-(3,3-diethoxypropoxy)pyrimidin-5-yl)-1H-pyrazolo[3,4-d]pyrimidine C1(CC1)C1=NC=NC(=C1C1=NC=C2C(=N1)NN=C2)OCCC(OCC)OCC